3-allyl-2,4,6-trihydroxybenzaldehyde C(C=C)C=1C(=C(C=O)C(=CC1O)O)O